(S)-tert-Butyl 2-((4-fluoro-3-(methoxycarbonyl)phenoxy)methyl)azetidine-1-carboxylate FC1=C(C=C(OC[C@H]2N(CC2)C(=O)OC(C)(C)C)C=C1)C(=O)OC